5-amino-3-methylthiophene-2-carboxylic acid ethyl ester hydrochloride Cl.C(C)OC(=O)C=1SC(=CC1C)N